N-(4-(2-(2-aminopyridin-3-yl)-5-phenyl-3H-imidazo[4,5-b]pyridin-3-yl)benzyl)-3-(5-hydroxy-3-(trifluoromethyl)-1H-pyrazol-1-yl)benzamide NC1=NC=CC=C1C1=NC=2C(=NC(=CC2)C2=CC=CC=C2)N1C1=CC=C(CNC(C2=CC(=CC=C2)N2N=C(C=C2O)C(F)(F)F)=O)C=C1